5-chloro-7-(6-methoxypyrimidin-4-yl)-1H-indole ClC=1C=C2C=CNC2=C(C1)C1=NC=NC(=C1)OC